CN(C(=O)C=1N=NNC1)C N,N-dimethyl-1H-1,2,3-triazole-4-carboxamide